N1(CCCCC1)C1CCCC=C1 piperidinylcyclohexan-5-ene